2-((R)-2-oxo-4-propyl-pyrrolidinyl)butyric acid O=C1N(C[C@@H](C1)CCC)C(C(=O)O)CC